C(C)(C)C1=CC(=NN1C)C(=O)OC methyl 5-isopropyl-1-methyl-1H-pyrazole-3-carboxylate